C(C)(SCC1=NC2=C(C=CC(=C2C(N1)=O)F)C)=O S-((5-fluoro-8-methyl-4-oxo-3,4-dihydroquinazolin-2-yl)methyl) ethanethioate